5-chloro-2-{[4-(dimethylamino)piperidin-1-yl]methyl}-7,8-dihydro-6H-spiro[[1,3]oxazolo[5,4-f]quinazoline-9,1'-cyclohexan]-7-one ClC=1C=C2C(=C3C1NC(NC31CCCCC1)=O)OC(=N2)CN2CCC(CC2)N(C)C